CC1=C(C=NC2=CC=CC=C12)C1=NN([C@@H](C1)C1=CC=C(C=C1)C)C(CC)=O (S)-4-methyl-3-(1-propionyl-5-(p-tolyl)-4,5-dihydro-1H-pyrazol-3-yl)quinolin